FC(C)(F)C1=NC(=CC(=N1)C1=CN(C2=CN=CC=C21)C)CC 3-(2-(1,1-difluoroethyl)-6-ethylpyrimidin-4-yl)-1-methyl-1H-pyrrolo[2,3-c]pyridin